N-[[6-(2-Methyl-2-pyrrol-1-yl-propoxy)-2-pyridyl]sulfonyl]-2-(2,2,4-trimethylpyrrolidin-1-yl)pyridin-3-carboxamid CC(COC1=CC=CC(=N1)S(=O)(=O)NC(=O)C=1C(=NC=CC1)N1C(CC(C1)C)(C)C)(C)N1C=CC=C1